bis{[(α,α-dimethyl-3,5-dimethoxybenzyl)oxy]carbonyl}diaminodiphenylmethane CC(C1=CC(=CC(=C1)OC)OC)(C)OC(=O)C=1C(=C(C=CC1)C(C1=CC=CC=C1)(N)N)C(=O)OC(C1=CC(=CC(=C1)OC)OC)(C)C